C(C)(C)(C)C=1C=C(C(=O)OCC)C=C(C1O)C(C)(C)C ethyl 3,5-di-tert-butyl-4-hydroxybenzoate